5-[(5'S,7a'R)-3'-oxo-5'-phenyltetrahydro-1H,3'H-spiro[piperidine-4,2'-pyrrolo[2,1-b][1,3]oxazol]-1-yl][1,2,4]triazolo[1,5-a]pyridine-8-carbonitrile O=C1N2[C@H](OC13CCN(CC3)C3=CC=C(C=1N3N=CN1)C#N)CC[C@H]2C2=CC=CC=C2